OCC1(CCCC1)CNC(OC(C)(C)C)=O tert-butyl {[1-(hydroxymethyl)cyclopentyl]methyl}carbamate